(R)-N-(3,3-Difluoro-1-methylpiperidin-4-yl)-5-(1-(3,3-difluoropropyl)-1H-benzo[d][1,2,3]triazol-6-yl)-4-methoxypyrrolo[2,1-f][1,2,4]triazin-2-amine FC1(CN(CC[C@H]1NC1=NN2C(C(=N1)OC)=C(C=C2)C=2C=CC1=C(N(N=N1)CCC(F)F)C2)C)F